C(OC(C)(C)C)(O[C@@H](C)C1=CC(=C(C=C1)NC1=NC2=C(C(=CC=C2C=C1)C)Cl)F)=O t-butyl (S)-(1-(4-((8-chloro-7-methylquinolin-2-yl) amino)-3-fluoro-phenyl) ethyl) carbonate